(1S,3S)-3-((2-(5-chloro-3-(((4-cyclopropoxypyrimidin-2-yl)amino)methanyl)thiophen-2-yl)-4-methylpyrimidin-5-yl)oxy)cyclohexane-1-carboxylic acid ClC1=CC(=C(S1)C1=NC=C(C(=N1)C)O[C@@H]1C[C@H](CCC1)C(=O)O)CNC1=NC=CC(=N1)OC1CC1